C(C)(C)(C)OC(=O)N1CC=2N(CC1)C(=NC2B(O)O)CC (7-(tert-butoxycarbonyl)-3-ethyl-5,6,7,8-tetrahydroimidazo[1,5-a]pyrazin-1-yl)boronic acid